C(C)(CC)OC=1C=C(C(=O)O)C=C(C1)OCC1=NC2=CC=CC=C2C=C1 3-(sec-butoxy)-5-(quinolin-2-ylmethoxy)benzoic acid